C(CC)C1=CC=CC=2NN=NC21 4-propyl-1H-benzotriazole